2-((1-ethyl-3-methyl-1H-pyrazole-5-carbonyl)imino)-2,3-dihydrothiazolo[4,5-b]pyridine-6-carboxylate C(C)N1N=C(C=C1C(=O)N=C1SC=2C(=NC=C(C2)C(=O)[O-])N1)C